FC=1C=C(C=C(C1)F)NC(NC1=C(C(=O)NCCCO)C=CC(=C1)OC(F)(F)F)=O 2-[3-(3,5-difluorophenyl)ureido]-4-trifluoromethoxy-N-(3-hydroxy-propyl)benzamide